(S)-2-(chloromethyl)-3-(oxetan-2-ylmethyl)-3H-imidazo[4,5-b]pyridine-5-carboxylic acid methyl ester COC(=O)C1=CC=C2C(=N1)N(C(=N2)CCl)C[C@H]2OCC2